Methyl (3S)-1-{4-[8-(dimethylamino)-6-[(1R)-1-methyl-1,2,3,4-tetrahydroisoquinoline-2-carbonyl]imidazo[1,2-a]pyridin-2-yl]-3-fluorophenyl}pyrrolidine-3-carboxylate CN(C=1C=2N(C=C(C1)C(=O)N1[C@@H](C3=CC=CC=C3CC1)C)C=C(N2)C2=C(C=C(C=C2)N2C[C@H](CC2)C(=O)OC)F)C